13,17,21-Trimethylhexatriacontane CC(CCCCCCCCCCCC)CCCC(CCCC(CCCCCCCCCCCCCCC)C)C